N-(pyridine-2-yl)pyridine-2-thioamide acetate C(C)(=O)O.N1=C(C=CC=C1)NC(=S)C1=NC=CC=C1